C(C)OC(=O)[C@@H]1[C@H]2C([C@H]2CN1C(=O)OCC1=CC=CC=C1)(C)C N-Cbz-(1R,2S,5S)-6,6-dimethyl-3-azabicyclo[3.1.0]hexane-2-carboxylic acid ethyl ester